1-octyl-3-methylpyridinium C(CCCCCCC)[N+]1=CC(=CC=C1)C